(5S)-2-[1-(5-chloropyridin-2-yl)cyclopropane-1-carbonyl]-9,9-dimethyl-8-oxo-2-azaspiro[4.5]dec-6-ene-7-carbonitrile ClC=1C=CC(=NC1)C1(CC1)C(=O)N1C[C@@]2(CC1)C=C(C(C(C2)(C)C)=O)C#N